styryl phenyl Ether sulfate S(=O)(=O)(O)O.C1(=CC=CC=C1)OC=CC1=CC=CC=C1